4-chlorophenyl-(4-chlorophenyl)-methanone ClC1=CC=C(C=C1)C(=O)C1=CC=C(C=C1)Cl